tetrabutylammonium hydrogen sulfate salt S(=O)(=O)(O)[O-].C(CCC)[N+](CCCC)(CCCC)CCCC